(R)-1-(3-(4-amino-5-(4-((6-methylpyridin-2-yl)oxy)phenyl)-7H-pyrrolo[2,3-d]pyrimidin-6-yl)pyrrolidin-1-yl)prop-2-en-1-one NC=1C2=C(N=CN1)NC(=C2C2=CC=C(C=C2)OC2=NC(=CC=C2)C)[C@H]2CN(CC2)C(C=C)=O